C(C)(C)(C)OC(=O)N1CC(C(CC1)NC1=NC=C(N=C1CC1=CC=C(C=C1)F)C(F)(F)F)C 4-((3-(4-Fluorophenylmethyl)-5-(trifluoromethyl)pyrazin-2-yl)amino)-3-methylpiperidine-1-carboxylic acid tert-butyl ester